NC=1C(=NC(=CN1)C1=CC=C(C=C1)N1CCN(CC1)C1CCN(CC1)C)N1N=CC(=C1)C(=O)N 1-(3-amino-6-{4-[4-(1-methyl-hexahydropyridin-4-yl)piperazin-1-yl]phenyl}pyrazin-2-yl)pyrazole-4-carboxamide